C1(=CC=CC=C1)C1(C2=CC=CC=C2C=2C=CC=CC12)C=1C=C(C=CC1)NC=1C=CC=C2C1C1=C(O2)C=2C=CC=CC2C=C1 N-(3-(9-phenyl-9H-fluoren-9-yl)phenyl)naphtho[1,2-b]benzofuran-7-amine